NC1=NC=2CCC(CC2C=C1)C(=O)OCCCC butyl 2-amino-5,6,7,8-tetrahydroquinoline-6-carboxylate